Cl.ClC1=CC=C(CC23NC(C(NC(C(NC(CC(C(N(CCC2)C3)=O)[C@@H]3CCC2=CC=CC=C32)=O)C)=O)CO)=O)C=C1 13-(4-chlorobenzyl)-3-((S)-2,3-dihydro-1H-inden-1-yl)-10-(hydroxymethyl)-7-methyl-1,6,9,12-tetraazabicyclo[11.3.1]heptadecane-2,5,8,11-tetraone hydrochloride